1-((1R,3R,5S)-3-((5-cyclopropyl-3-(2,6-dichlorophenyl)isoxazol-4-yl)methoxy)-8-azabicyclo[3.2.1]octane-8-carbonyl)indoline-5-carboxylic acid methyl ester COC(=O)C=1C=C2CCN(C2=CC1)C(=O)N1[C@H]2CC(C[C@@H]1CC2)OCC=2C(=NOC2C2CC2)C2=C(C=CC=C2Cl)Cl